7-fluoro-6-(1-((5-(methoxy-d3)-1-methyl-1H-pyrazol-4-yl)sulfonyl)piperidin-4-yl)-[1,2,4]triazolo[1,5-a]pyridine FC1=CC=2N(C=C1C1CCN(CC1)S(=O)(=O)C=1C=NN(C1OC([2H])([2H])[2H])C)N=CN2